N[C@H](C(=O)O)C(C)C1=NNC2=CC=CC=C12 (S)-2-amino-3-(1H-indazol-3-yl)butyric acid